N1C=C(C2=CC=CC=C12)C1=NC(=NC=C1C(F)(F)F)N[C@H]1CC(CN(C1)C(=O)OCC1=CC=CC=C1)(C)C Benzyl (5S)-5-[[4-(1H-indol-3-yl)-5-(trifluoromethyl) pyrimidin-2-yl] amino]-3,3-dimethyl-piperidine-1-carboxylate